(2R,4R)-N-((S)-1-(((7-Chloro-2-methyl-1H-benzo[d]imidazol-5-yl)methyl)amino)-1-oxopropan-2-yl)-4-phenylpyrrolidine-2-carboxamide Trifluoroacetate salt FC(C(=O)O)(F)F.ClC1=CC(=CC2=C1NC(=N2)C)CNC([C@H](C)NC(=O)[C@@H]2NC[C@H](C2)C2=CC=CC=C2)=O